FC=1C(=NC(=NC1)NC1=CC=C(C=C1)OCCOC)NC=1C=C(C=CC1)C(C(=O)N)CCCCCC(=O)N (3-((5-fluoro-2-((4-(2-methoxyethoxy)phenyl)amino)pyrimidin-4-yl)amino)phenyl)octanediamide